tert-butyl (3R,5R)-3-((4-(2-hydroxy-4-(trifluoromethyl)phenyl)pyrazolo[1,5-d][1,2,4]triazin-7-yl)amino)-5-methylpiperidine-1-carboxylate OC1=C(C=CC(=C1)C(F)(F)F)C=1C=2N(C(=NN1)N[C@H]1CN(C[C@@H](C1)C)C(=O)OC(C)(C)C)N=CC2